2-(2-hydroxy-3'-tert-butyl-5-methylphenyl)-5-chloro-benzotriazole OC1=C(C=C(C=C1C(C)(C)C)C)N1N=C2C(=N1)C=CC(=C2)Cl